NCCOCCOCCC(=O)NC1=C(C(=O)NC=2C=NC(=CC2)C)C=CC=C1 2-(3-(2-(2-aminoethoxy)ethoxy)propionylamino)-N-(6-methylpyridin-3-yl)benzamide